C12CC(CC2C1)COC=1C=CC2=C(C(=C(O2)C)C(=O)NC(C(=O)N)(CO)C)C1 Cis-2-{[5-({bicyclo[3.1.0]hexan-3-yl}methoxy)-2-methyl-1-benzofuran-3-yl]formamido}-3-hydroxy-2-methylpropanamide